7-chloro-8-methoxy-3-[1-(2,2,3,3,3-pentafluoropropyl)-1H-pyrazol-4-yl]-2-(trifluoromethyl)-4H-pyrido[1,2-a]pyrimidin-4-one ClC=1C(=CC=2N(C(C(=C(N2)C(F)(F)F)C=2C=NN(C2)CC(C(F)(F)F)(F)F)=O)C1)OC